NC1=CC(=CN(C1=O)C([2H])([2H])[2H])C=1C=C2C(=NC=NC2=CC1)N1CCNCC1 4-(6-(5-amino-1-(methyl-d3)-6-oxo-1,6-dihydropyridin-3-yl)quinazolin-4-yl)piperazine